ClC1=C(C(=O)O)C(=CC=C1F)Cl 2,6-dichloro-3-fluorobenzoic acid